[NH4+].C(CCCCC(=O)[O-])(=O)[O-].[NH4+] Adipic acid ammonium salt